4-(4-((6-(2,6-dichlorophenyl)-5-oxo-5,6,8,9-tetrahydroimidazo[1,2-a]pyrimido[5,4-e]pyrimidin-2-yl)amino)-2-fluorophenyl)-1-methylpiperidine-4-carbonitrile ClC1=C(C(=CC=C1)Cl)N1C=2N(C3=C(C1=O)C=NC(=N3)NC3=CC(=C(C=C3)C3(CCN(CC3)C)C#N)F)CCN2